5-methoxy-2-phenyl-2-(2-quinolylmethyl)indolin-3-one COC=1C=C2C(C(NC2=CC1)(CC1=NC2=CC=CC=C2C=C1)C1=CC=CC=C1)=O